FC1=CC=C2CCC(OC2=C1C#N)(C)C 7-fluoro-2,2-dimethylchroman-8-carbonitrile